3-ETHOXY-2-FLUOROPHENYLBORONIC ACID C(C)OC=1C(=C(C=CC1)B(O)O)F